(R)-4-((1-(6-methylpyridazin-3-yl)ethyl)amino)-6-(5-methylpyrimidin-2-yl)quinazolin-8-ol CC1=CC=C(N=N1)[C@@H](C)NC1=NC=NC2=C(C=C(C=C12)C1=NC=C(C=N1)C)O